3-((1E,4Z)-2-nitrohex-1,4-dien-1-yl)-1H-indole [N+](=O)([O-])/C(=C/C1=CNC2=CC=CC=C12)/C\C=C/C